n-Octylamine hydrochloride Cl.C(CCCCCCC)N